fluorocyclohex-3-en FC1CC=CCC1